ClC1=CC=C(C=C1)CC(=O)NC1=CN(C(C=C1)=O)C1=CC=CC=C1 2-(4-chlorophenyl)-N-(6-oxo-1-phenyl-1,6-dihydropyridin-3-yl)acetamide